NN1C(O[C@@H]2CC[C@H]12)=O (1R,5S)-4-amino-2-oxa-4-azabicyclo[3.2.0]heptan-3-one